N-(2,2-difluoroethyl)-5-(2-(quinolin-6-yl)-7H-pyrrolo[2,3-d]pyrimidin-5-yl)pyrazolo[1,5-a]pyridine-3-carboxamide FC(CNC(=O)C=1C=NN2C1C=C(C=C2)C2=CNC=1N=C(N=CC12)C=1C=C2C=CC=NC2=CC1)F